CS(=O)(=O)CCOC(=O)[C@@H]1C=C[C@@H](C1)NC(=O)C1(CC(=NO1)C1=CC(=CC(=C1)F)Cl)C(F)(F)F (1S,4R)-4-[[3-(3-chloro-5-fluorophenyl)-5-(trifluoromethyl)-4H-isoxazole-5-carbonyl]amino]cyclopent-2-ene-1-carboxylic acid 2-methylsulfonylethyl ester